methyl (2R,3S)-2-amino-3-hydroxybutyrate hydrochloride Cl.N[C@@H](C(=O)OC)[C@H](C)O